FC(COCF)(F)F fluoromethyl trifluoroethyl ether